C(C)(C)(C)OC(=O)N1[C@@H](C[C@@](CC1)(C(=O)OC(C)(C)C)CC1=NC(=C(C=C1)F)NC1=CC(=NN1C(C)(C)C)C)C di-tert-butyl-(2R,4R)-4-((6-((1-(tert-butyl)-3-methyl-1H-pyrazol-5-yl) amino)-5-fluoropyridin-2-yl) methyl)-2-methylpiperidine-1,4-dicarboxylate